8-[(1R)-1-aminoethyl]-3,6-dimethyl-2-tetrahydrofuran-3-yl-quinazolin-4-one N[C@H](C)C=1C=C(C=C2C(N(C(=NC12)C1COCC1)C)=O)C